ClC1=NC=C(C=N1)B(O)O (2-chloropyrimidin-5-yl)boronic acid